C1CC12CCN(CC2)C=2C=C(C=CC2N2N=NC(=C2)C2=NC(=NC(=C2)C)N2CCC(CC2)(F)F)NS(=O)(=O)[C@@H](CO)C (2R)-N-(3-{6-azaspiro[2.5]octane-6-yl}-4-{4-[2-(4,4-difluoropiperidin-1-yl)-6-Methylpyrimidin-4-yl]-1H-1,2,3-triazol-1-yl}phenyl)-1-hydroxypropane-2-sulfonamide